FC1(CC(CC1)CN1N=C(C(=C1C(=O)NC1=CC(=NC=C1)C(=O)N)C)C(C(F)F)C)F 4-(1-((3,3-difluorocyclopentyl)methyl)-3-(1,1-difluoropropan-2-yl)-4-methyl-1H-pyrazole-5-carboxamido)picolinamide